[Na].C(CCCCCCCCCCCCCCCCC)(=O)OC[C@@H](OC(CCCCCCCCCCCCCCCCC)=O)COP(=O)(O)OCCN 1,2-distearoyl-sn-glycero-3-phosphoethanolamin, sodium salt